5-((2-(3-(dimethylamino)phenoxy)ethoxy)methyl)-N-(3-methoxybenzyl)-N-(4-morpholinobenzyl)pyridin-2-amine CN(C=1C=C(OCCOCC=2C=CC(=NC2)N(CC2=CC=C(C=C2)N2CCOCC2)CC2=CC(=CC=C2)OC)C=CC1)C